(E)-3-(6-amino-pyridin-3-yl)-N-(2-(5-(5-(4,4-difluoro-piperidine-1-carbonyl)pyridin-2-yl)-7-(trifluoro-methyl)benzofuran-2-yl)ethyl)acrylamide NC1=CC=C(C=N1)/C=C/C(=O)NCCC=1OC2=C(C1)C=C(C=C2C(F)(F)F)C2=NC=C(C=C2)C(=O)N2CCC(CC2)(F)F